FC(C(=O)N1CCN(CC1)C1=C(C(=NC2=C(C=CC=C12)OC1=C2C=NNC2=CC=C1C)OC[C@H]1N(CCC1)C)C#N)=C (S)-4-(4-(2-fluoro-propenoyl)piperazin-1-yl)-8-((5-methyl-1H-indazol-4-yl)oxy)-2-((1-methylpyrrolidin-2-yl)methoxy)quinoline-3-carbonitrile